bis(3-amino-phenyl)-4-(trifluoromethyl)phenyl-phosphine oxide NC=1C=C(C=CC1)P(C1=CC=C(C=C1)C(F)(F)F)(C1=CC(=CC=C1)N)=O